N-(2-chlorobenzyl)-1,4,11-trimethyldibenzo[b,f][1,4]thiazepine-8-carboxamide ClC1=C(CNC(=O)C2=CC3=C(SC4=C(C(=N3)C)C(=CC=C4C)C)C=C2)C=CC=C1